CN1C(=O)N(C(=O)C(C1=O)CC(C)C)C 1,3-dimethyl-5-isobutylbarbituric acid